5,5-Difluoro-1-(4-(4-hydroxyphenyl)tetrahydro-2H-pyran-4-yl)tetrahydropyrimidin-2(1H)-one FC1(CNC(N(C1)C1(CCOCC1)C1=CC=C(C=C1)O)=O)F